(E)-N-(thiophen-3-ylmethylene)hydroxylamine S1C=C(C=C1)\C=N\O